CN1CCC(CC1)(C)CC(=O)O 2-(1,4-dimethylpiperidin-4-yl)acetic acid